7-(2,3-dihydro-1H-inden-2-yl)-2-((dimethylamino)methyl)-N-(isoquinolin-6-yl)-5-methyl-4,7-dihydropyrazolo[1,5-a]pyrimidine-6-carboxamide C1C(CC2=CC=CC=C12)C1C(=C(NC=2N1N=C(C2)CN(C)C)C)C(=O)NC=2C=C1C=CN=CC1=CC2